C(#N)C1(CC1)C=1C=C(C(=O)NC(C)C2=NC=CN=C2C2=NC=C(C=C2)C#N)C=C(C1)C(F)(F)F 3-(1-cyanocyclopropyl)-N-[1-[3-(5-cyano-2-pyridinyl)pyrazin-2-yl]ethyl]-5-(trifluoromethyl)benzamide